5-(6-amino-1-(4-amino-2-fluorobenzyl)-1H-pyrazolo[3,4-d]pyrimidine-4-yl)nicotinonitrile NC1=NC(=C2C(=N1)N(N=C2)CC2=C(C=C(C=C2)N)F)C=2C=NC=C(C#N)C2